C(C(C)C)(=O)N1CCC(CC1)CC1=CC=C(C=C1)NC(OC(C1=CC=CC=C1)Cl)=O chlorobenzyl (4-((1-isobutyrylpiperidin-4-yl)methyl)phenyl)carbamate